ClC1=CC=CN=N1 6-chloropyridazin